1,3-dihydroxypropyl methacrylate C(C(=C)C)(=O)OC(CCO)O